C(OC1CCCCC1)([O-])=O.[Na+] sodium cyclohexyl carbonate